C(C)(C)(C)C=1C(=CC(=C(C1)C(CC(C)C1=CC(=C(C=C1C)O)C(C)(C)C)C1=C(C=C(C(=C1)C(C)(C)C)O)C)C)O (4-[4,4-bis(5-tert-butyl-4-hydroxy-2-methylphenyl)but-2-yl])-2-tert-butyl-5-methylphenol